O(F)F.[Sn] tin oxygen Fluoride